3-[2-[(E,3R)-5-[3-(Benzenesulfonamido)phenyl]-3-hydroxypent-4-enoxy]-4-methylphenyl]propanoic acid C1(=CC=CC=C1)S(=O)(=O)NC=1C=C(C=CC1)/C=C/[C@@H](CCOC1=C(C=CC(=C1)C)CCC(=O)O)O